acrylic acid-methyl-3-hydroxy-menthyl ester CC1(CC(C(CC1)C(C)C)(O)OC(C=C)=O)C